C(C)(C)(C)OC(=O)N1C[C@@H](CC1)N1C(N(C(C1)C#N)C1=CN=CC2=CC=CC=C12)=O (3R)-3-(4-cyano-3-(isoquinolin-4-yl)-2-oxoimidazolin-1-yl)pyrrolidine-1-carboxylic acid tert-butyl ester